(R)-2-(2-Aminopyridin-4-yl)-N-(2-(2-fluoro-3-hydroxy-3-methylbutyl)-1-oxo-6-(pyridin-4-yl)isoindolin-5-yl)oxazole-4-carboxylic acid amide NC1=NC=CC(=C1)C=1OC=C(N1)C(=O)NC=1C=C2CN(C(C2=CC1C1=CC=NC=C1)=O)C[C@H](C(C)(C)O)F